4-((1-(2,6-dioxopiperidin-3-yl)-3-methyl-2-oxo-2,3-dihydro-1H-benzo[d]imidazol-5-yl)methyl)piperazine-2-carboxylic acid O=C1NC(CCC1N1C(N(C2=C1C=CC(=C2)CN2CC(NCC2)C(=O)O)C)=O)=O